NC=1C=C(C=CC1)C1=CC2=C(N=CN=C2N(CC2CCOCC2)C)N1 6-(3-Aminophenyl)-N-methyl-N-((tetrahydro-2H-pyran-4-yl)methyl)-7H-pyrrolo[2,3-d]pyrimidin-4-amine